[Al].C1(=CC=CC=C1)C1=CC=C(C=C1)O 4-phenylphenol aluminum